5-(2-chlorophenoxy)-3-(((3-fluoro-6-methoxypyridin-2-yl)methyl)amino)-7-methyl-4H-benzo[e][1,2,4]thiadiazine 1,1-dioxide ClC1=C(OC2=CC(=CC3=C2NC(=NS3(=O)=O)NCC3=NC(=CC=C3F)OC)C)C=CC=C1